C(#N)CC1N(CC1N1C=C(C=C1)C=1C2=C(N=CN1)NC=C2)C2CN(CCC2)C(=O)NC2=NC=CC=C2C(F)(F)F 3-(cyanomethyl-3-[3-(7H-pyrrolo[2,3-d]pyrimidin-4-yl)-1H-pyrrol-1-yl]azetidin-1-yl)-N-[3-(trifluoro-methyl)pyridin-2-yl]piperidine-1-carboxamide